N1[C@@H]2[C@H](CC1)CN(C2)C2=CC1=C(C[C@H](CO1)NC(=O)C1=C(C=3C(=NC(=CC3)C)S1)N)C=C2 N-[(3R)-7-[(3aR,6aR)-octahydropyrrolo[3,4-b]pyrrol-5-yl]-3,4-dihydro-2H-1-benzopyran-3-yl]-3-amino-6-methylthieno[2,3-b]pyridine-2-carboxamide